C1(=CC=CC=C1)C1=NN=C2N1CCN(C2)CC=2NC=1N(C(C2)=O)N=CC1 5-({3-phenyl-5H,6H,7H,8H-[1,2,4]triazolo[4,3-a]pyrazin-7-yl}methyl)-4H,7H-pyrazolo[1,5-a]pyrimidin-7-one